N-(4-(Methylsulfonamido)phenyl)-3-((4-oxo-7-(5-(trifluoromethyl)-1H-pyrazol-4-yl)quinazolin-3(4H)-yl)methyl)benzamide CS(=O)(=O)NC1=CC=C(C=C1)NC(C1=CC(=CC=C1)CN1C=NC2=CC(=CC=C2C1=O)C=1C=NNC1C(F)(F)F)=O